(2R,3R,4S,5R)-2-(5-amino-3-oxo-1,2,4-triazin-2(3H)-yl)-3,4-dihydroxy-5-(hydroxymethyl)tetrahydrofuran-2-carbonitrile NC1=NC(N(N=C1)[C@@]1(O[C@@H]([C@H]([C@H]1O)O)CO)C#N)=O